[Cl-].C(C=C)(=O)NCCC[N+](C)(C)C 3-Acryloylaminopropyltrimethylammonium chloride